4-(5-(difluoromethyl)-1,3,4-thiadiazol-2-yl)-8-((3S,5S)-3,5-dimethylpiperazin-1-yl)-2-ethyl-N-(1-methylcyclopropyl)quinazoline-6-sulfonamide FC(C1=NN=C(S1)C1=NC(=NC2=C(C=C(C=C12)S(=O)(=O)NC1(CC1)C)N1C[C@@H](N[C@H](C1)C)C)CC)F